methyl (2S)-2-[[4-cyclopentyl-1-(4-methoxy-1H-indole-2-carbonyl)pyrrolidine-2-carbonyl]amino]-3-[(3S)-2-oxo-3-piperidyl]propanoate C1(CCCC1)C1CC(N(C1)C(=O)C=1NC2=CC=CC(=C2C1)OC)C(=O)N[C@H](C(=O)OC)C[C@H]1C(NCCC1)=O